(5-acryloyl-2-(dodecyloxy)phenyl)methanesulfonic acid phenyl-acrylate C1(=CC=CC=C1)OC(C=C)=O.C(C=C)(=O)C=1C=CC(=C(C1)CS(=O)(=O)O)OCCCCCCCCCCCC